1-(4-((2-hydroxy-2-methylpropyl)(3-(trifluoromethyl)benzyl)amino)piperidine-1-carbonyl)-1H-pyrazole-3-carboxamide OC(CN(C1CCN(CC1)C(=O)N1N=C(C=C1)C(=O)N)CC1=CC(=CC=C1)C(F)(F)F)(C)C